tert-butyl N-[6-({6-[(tert-butoxycarbonyl)amino]hexyl}amino)hexyl]carbamate C(C)(C)(C)OC(=O)NCCCCCCNCCCCCCNC(OC(C)(C)C)=O